6-(2-amino-propyl)-5-methoxy-2-methyl-2,3-dihydrobenzofuran NC(CC1=CC2=C(CC(O2)C)C=C1OC)C